Cl.O=C1N(CCC(N1)=O)C=1C=CC(=NC1)NC(C)=O N-(5-(2,4-dioxotetrahydropyrimidin-1(2H)-yl)pyridin-2-yl)acetamide hydrochloride